N1(CCCC1)CC1=CC=C(N\C(\C2=CC=CC=C2)=C\2/C(NC3=CC(=CC=C23)C(N)=O)=O)C=C1 3-Z-[1-(4-(pyrrolidin-1-yl-methyl)-anilino)-1-phenyl-methylene]-6-carbamoyl-2-indolinone